1-[6-[5-[[6-(Difluoromethoxy)pyridazin-3-yl]amino]benzimidazol-1-yl]-3-(1-hydroxyethyl)-2-pyridyl]-5-methyl-pyrazole-3-carbonitrile FC(OC1=CC=C(N=N1)NC1=CC2=C(N(C=N2)C2=CC=C(C(=N2)N2N=C(C=C2C)C#N)C(C)O)C=C1)F